CC1=NNC=C1C=1N=C(C2=C(N1)C=NC=C2)N2CCC1(CCN(C1)C)CC2 2-(3-methyl-1H-pyrazol-4-yl)-4-(2-methyl-2,8-diazaspiro[4.5]decan-8-yl)pyrido[3,4-d]pyrimidine